2-(3'-(5-(hydroxymethyl)-1,3,4-oxadiazol-2-yl)-2,2'-dimethyl-[1,1'-biphenyl]-3-yl)benzo[d]oxazole-5-carbaldehyde OCC1=NN=C(O1)C=1C(=C(C=CC1)C1=C(C(=CC=C1)C=1OC2=C(N1)C=C(C=C2)C=O)C)C